ClC1=CC=C(C=C1)C=1N=C(SC1)NC 4-(4-chlorophenyl)-N-methylthiazol-2-amine